C(C)(=O)C1=C(C2=C(N=C(N=C2)NC2=NC=C(C=C2)N2CCN(CC2)C(C)(C)C2=CC=C(C=C2)CCl)N(C1=O)C1CCCC1)C 6-acetyl-2-[[5-[4-[1-[4-(chloromethyl)phenyl]-1-methyl-ethyl]piperazin-1-yl]-2-pyridyl]amino]-8-cyclopentyl-5-methyl-pyrido[2,3-d]pyrimidin-7-one